4-(1-methyl-1H-pyrazol-4-yl)aniline CN1N=CC(=C1)C1=CC=C(N)C=C1